C(C)(C)(C)OC(=O)N1[C@@H](C[C@H](C1)O)C1=NC2=C(N1)C=CC=C2.CC(CSC)(C)C=2N(N=C1C(=CC=C(C21)C(=O)N)F)C=2C=NC=CC2 (1,1-dimethyl-2-methylsulfanyl-ethyl)-7-fluoro-2-(3-pyridinyl)indazole-4-carboxamide tert-butyl-(2S,4R)-2-(1H-benzimidazol-2-yl)-4-hydroxypyrrolidine-1-carboxylate